C(C)(C)(C)OC(=O)N1CC=2C=CC(=NC2CC1C(C)C)Cl 2-Chloro-7-isopropyl-7,8-dihydro-1,6-naphthyridine-6(5H)-carboxylic acid tert-butyl ester